2-[[4-[2,3-difluoro-4-(4,4,5,5-tetramethyl-1,3,2-dioxaborolan-2-yl)phenyl]-5-(4-methoxyphenyl)pyrazol-1-yl]methoxy]ethyl-trimethyl-silane FC1=C(C=CC(=C1F)B1OC(C(O1)(C)C)(C)C)C=1C=NN(C1C1=CC=C(C=C1)OC)COCC[Si](C)(C)C